(6-Fluorochroman-3-yl)(7-(2-hydroxy-2-methylpropyl)-2-(5-methoxy-1H-pyrazol-4-yl)-7H-pyrrolo[2,3-d]pyrimidin-5-yl)methanone FC=1C=C2CC(COC2=CC1)C(=O)C1=CN(C=2N=C(N=CC21)C=2C=NNC2OC)CC(C)(C)O